2-(2-bromophenyl)-2-oxo-acetaldehyde BrC1=C(C=CC=C1)C(C=O)=O